tert-Butyl (3-cyano-7-fluoro-4-(5-fluoro-3-(2-oxotetrahydrofuro[3,4-d]oxazol-3(2H)-yl)-7,9-dihydrofuro[3,4-f]quinazolin-6-yl)thieno[3,2-c]pyridin-2-yl)carbamate C(#N)C1=C(SC2=C1C(=NC=C2F)C=2C1=C(C=3C=NC(=NC3C2F)N2C(OC3C2COC3)=O)COC1)NC(OC(C)(C)C)=O